N1[C@H](CCC1)CO [(2R)-pyrrolidin-2-yl]methanol